BrC=1C=CC(=NC1C1=C(C=CC=C1)C=C)NS(=O)(=O)C1=CC=CC(=N1)N(CCCCC=C)CC(C(=O)O)(CCC)C 2-[[[6-[[5-bromo-6-(2-vinylphenyl)-2-pyridyl]sulfamoyl]-2-pyridyl]-hex-5-enyl-amino]methyl]-2-methyl-pentanoic acid